(2S,3S)-3-[(1S,2S)-2-hydroxy-1-methyl-propyl]oxiran O[C@H]([C@H](C)[C@H]1CO1)C